C(C(O)C)(=O)SC[C@H](NC(CC[C@H](N)C(=O)O)=O)C(=O)NCC(=O)O S-lactoyl-glutathione